C(C)(C)C1=NC=C(C(=N1)C(=O)O)SC1=CC(=CC=C1)C 2-Isopropyl-5-[(3-methylphenyl)sulfanyl]pyrimidine-4-carboxylic acid